NC1=NC=CC2=CC=C(C=C12)C1=CC=C2CC[C@H](C2=C1)OC1=C(C=CC=C1)CC(=O)OCC (R)-ethyl 2-(2-((6-(1-aminoisoquinolin-7-yl)-2,3-dihydro-1H-inden-1-yl)oxy)phenyl)acetate